8-(5-fluoro-6-((cis-2-hydroxycyclopentyl)oxy)benzo[d]thiazol-2-yl)-3-methoxyquinoxaline-6-carbonitrile FC=1C(=CC2=C(N=C(S2)C=2C=C(C=C3N=C(C=NC23)OC)C#N)C1)O[C@H]1[C@H](CCC1)O